dimethyldiethylammonium tetracyanoborate C(#N)[B-](C#N)(C#N)C#N.C[N+](CC)(CC)C